C(CCC)C1(CS(C2=C(N(C1)C1=CC=CC=C1)C=C(C(=C2)O\C=C/C(=O)OCC)C2CC2)(=O)=O)CCCC ethyl (Z)-3-((3,3-dibutyl-7-cyclopropyl-1,1-dioxido-5-phenyl-2,3,4,5-tetrahydro-1,5-benzothiazepin-8-yl)oxy)acrylate